monostearyl fumarate C(\C=C\C(=O)[O-])(=O)OCCCCCCCCCCCCCCCCCC